1,3-bis(bromomethyl)cyclohexaneN BrCC1=CC(CCC1)CBr